8-bromo-2-(3-methylimidazol-4-yl)-N-[(trans)-4-methoxycyclohexyl]quinazoline-4-carboxamide BrC=1C=CC=C2C(=NC(=NC12)C=1N(C=NC1)C)C(=O)N[C@@H]1CC[C@H](CC1)OC